ClC1=CC=C(C[C@H]2CC[C@@]([C@]2(O)CN2N=CN=C2)(C)CCl)C=C1 (1S-2R,5R)-5-(4-chlorobenzyl)-2-(chloromethyl)-2-methyl-1-(1H-1,2,4-triazol-1-ylmethyl)cyclopentanol